CC1=CC=C(C=C1)NC(=O)C1=CN(C=2N=CN=CC21)C2(CC2)C N-[4-(Methyl)phenyl]-7-(1-methylcyclopropyl)-7H-pyrrolo[2,3-d]pyrimidin-5-carboxamide